N-((1r,3r)-3-(6-((1-(6-(2-((2-(2,6-dioxopiperidin-3-yl)-1,3-dioxoisoindolin-5-yl)oxy)acetamido)hexanoyl)piperidin-4-yl)amino)-9H-purin-9-yl)cyclobutyl)-6-methylpicolinamide O=C1NC(CC[C@H]1N1C(C2=CC=C(C=C2C1=O)OCC(=O)NCCCCCC(=O)N1CCC(CC1)NC1=C2N=CN(C2=NC=N1)C1CC(C1)NC(C1=NC(=CC=C1)C)=O)=O)=O